ClC1=C2CN(C(C2=C(C=C1)NC1=NC=C(C=C1)N1C=CC(C=C1)(O)C1CC1)=O)C(=O)OC(C)(C)C tert-butyl 4-chloro-7-((5-(4-cyclopropyl-4-hydroxypyridin-1-yl) pyridin-2-yl) amino)-1-oxoisoindoline-2-carboxylate